CS(=O)(=O)NC1C(N(CCC1)C(=O)OC)COC1CCC(CC1)C1=CC=CC=C1 methyl 3-((methyl sulfonyl)amino)-2-(((4-phenylcyclohexyl)oxy)methyl)piperidine-1-carboxylate